(3S)-1-(6-chloropyridazin-3-yl)-N,N-dimethyl-piperidin-3-amine ClC1=CC=C(N=N1)N1C[C@H](CCC1)N(C)C